FC1=CC=C(C=C1)SSC1=CC=C(C=C1)F bis(4-fluorophenyl)disulfide